C12(CC(C1)C2)C2=NN(C(=C2C(F)(F)F)C(=O)N)CC2(CC(C2)(F)F)C 3-(bicyclo[1.1.1]pentan-1-yl)-1-((3,3-difluoro-1-methylcyclobutyl)methyl)-4-(trifluoromethyl)-1H-pyrazole-5-carboxamide